N-[(1S)-2-[(E)-dimethylaminomethylene-amino]-1-methyl-2-oxo-ethyl]-3,5-bis(trifluoromethyl)benzamide CN(C)\C=N\C([C@H](C)NC(C1=CC(=CC(=C1)C(F)(F)F)C(F)(F)F)=O)=O